S1(NC=CN=C1)(=O)=O 1,2,5-thiadiazine 1,1-dioxide